vinyl-tetradecylammonium phosphate P(=O)([O-])([O-])[O-].C(=C)[NH2+]CCCCCCCCCCCCCC.C(=C)[NH2+]CCCCCCCCCCCCCC.C(=C)[NH2+]CCCCCCCCCCCCCC